(4-t-butylphenyl)-aniline C(C)(C)(C)C1=CC=C(C=C1)NC1=CC=CC=C1